Methyl 2-(4-(6-((4-cyano-2-fluorobenzyl)oxy)-4-(phenylethynyl)pyridin-2-yl)-2-fluorobenzyl)-1-(2-methoxyethyl)-1H-benzo[d]imidazole-6-carboxylate C(#N)C1=CC(=C(COC2=CC(=CC(=N2)C2=CC(=C(CC3=NC4=C(N3CCOC)C=C(C=C4)C(=O)OC)C=C2)F)C#CC2=CC=CC=C2)C=C1)F